CC1=C(N=C(S1)C=1SC=CC1)C(=O)N methyl-2-(thiophen-2-yl)-1,3-thiazole-4-carboxamide